NC1=NC(=CC(=N1)N1[C@H](COCCC1)C=1C=C(C=CC1Cl)NC(CCO)=O)C (S)-N-[3-[(3S)-4-(2-amino-6-methyl-pyrimidin-4-yl)-1,4-oxazepan-3-yl]-4-chloro-phenyl]-3-hydroxy-propionamide